CC(CCC1=CCC(CC1)C=O)=CC 4-(3-methyl-3-pentenyl)-3-cyclohexene-carbaldehyde